C(#N)C=1C(=C(C=CC1)C=1C=CC2=C(N=C(O2)[C@H]2N(CCC2)C#N)C1)F (S)-2-(5-(3-Cyano-2-fluorophenyl)-benzo[d]oxazol-2-yl)pyrrolidine-1-carbonitrile